3,5-dichlorophenyl-boron dibromide ClC=1C=C(C=C(C1)Cl)B(Br)Br